CC1=C(C2=C(C(=N1)NC)CN(C2)C(CCC2=CC=C(C=C2)OC)=O)C 1-[6,7-Dimethyl-4-(methylamino)-1,3-dihydro-2H-pyrrolo[3,4-c]pyridin-2-yl]-3-(4-methoxyphenyl)propan-1-on